CO[N-]C(=O)C1NC2=CC=CC=C2CC1 methoxytetrahydroquinolinecarbonyl-amide